tert-Butyl-(S,E)-7-((2,4-difluorobenzyl)oxy)-2-((3-(7-(dimethylamino)-7-oxo-2-((pyrrolidin-1-carbonyl)oxy)hept-5-enamido)-2-oxopyridin-1(2H)-yl)methyl)-5-fluoro-1H-indol-1-carboxylat C(C)(C)(C)OC(=O)N1C(=CC2=CC(=CC(=C12)OCC1=C(C=C(C=C1)F)F)F)CN1C(C(=CC=C1)NC([C@H](CC\C=C\C(=O)N(C)C)OC(=O)N1CCCC1)=O)=O